C1CCC2=CC(=CC=C12)\C=C(/CCC=O)\C (Z)-5-(2,3-dihydro-1H-inden-5-yl)-4-methylpent-4-enal